N-((1s,4s)-4-(4-(4-((6-amino-3-fluoropyridin-2-yl)thio)-3-cyanopyrazolo[1,5-a]pyridin-6-yl)-5-methyl-1H-pyrazol-1-yl)cyclohexyl)acetamide NC1=CC=C(C(=N1)SC=1C=2N(C=C(C1)C=1C=NN(C1C)C1CCC(CC1)NC(C)=O)N=CC2C#N)F